7-(dimethoxymethyl)-4-(2-(pyrrolidin-1-yl)ethoxy)-1,2,3,4-tetrahydro-2,4-methylene-1,8-naphthyridine COC(C1=CC=C2C3(CC(NC2=N1)C3)OCCN3CCCC3)OC